N2-(1-methoxypropan-2-yl)-N4-(2-(trifluoromethyl)pyridin-4-yl)-6-(4-(trifluoromethyl)pyrimidin-2-yl)-1,3,5-triazine-2,4-diamine COCC(C)NC1=NC(=NC(=N1)NC1=CC(=NC=C1)C(F)(F)F)C1=NC=CC(=N1)C(F)(F)F